ClC1=CC=C(C=C1)[C@H](CC1=NOC(=N1)CN1C(N(C(C(=C1)C(=O)N)=O)C)=O)O 1-({3-[(2S)-2-(4-chlorophenyl)-2-hydroxyethyl]-1,2,4-oxadiazol-5-yl}methyl)-3-methyl-2,4-dioxo-1,2,3,4-tetrahydropyrimidine-5-carboxamide